1-benzyl-4-(4-{[1-(5-{2-[(dimethylamino)methyl]phenyl}thiophen-2-yl)ethyl]amino}-2-methylquinazolin-6-yl)piperazin-2-one C(C1=CC=CC=C1)N1C(CN(CC1)C=1C=C2C(=NC(=NC2=CC1)C)NC(C)C=1SC(=CC1)C1=C(C=CC=C1)CN(C)C)=O